CN(C1(CCC2(CN(C(N2)=O)CC2=CC=C(C=C2)OC)CC1)C1=CC=CC=C1)C 8-Dimethylamino-3-[(4-methoxyphenyl)-methyl]-8-phenyl-1,3-diazaspiro[4.5]decan-2-one